(R)-4-((2-((6,6-dimethyl-4,5,6,7-tetrahydrobenzofuran-7-yl)amino)-3,4-dioxocyclobut-1-en-1-yl)amino)-3-hydroxy-N,N-dimethylpicolinamide CC1([C@H](C2=C(C=CO2)CC1)NC1=C(C(C1=O)=O)NC1=C(C(=NC=C1)C(=O)N(C)C)O)C